5-bromo-6-methoxy-1-[[2-(trimethylsilyl)ethoxy]methyl]-1,3-benzodiazole BrC1=CC2=C(N(C=N2)COCC[Si](C)(C)C)C=C1OC